(4z,6e)-1-chloro-4,6-undecadiene ClCCC\C=C/C=C/CCCC